(bis-(2-methoxyethyl)amino)sulfur COCCN(CCOC)[S]